5-((6-azaspiro[2.5]oct-6-yl)methyl)-2-(4'-fluoro-2'-(4-methyl-4H-1,2,4-triazol-3-yl)-[1,1'-biphenyl]-3-yl)-7-(trifluoromethyl)benzo[d]oxazole C1CC12CCN(CC2)CC=2C=C(C1=C(N=C(O1)C=1C=C(C=CC1)C1=C(C=C(C=C1)F)C1=NN=CN1C)C2)C(F)(F)F